4-(cis-2-(hydroxymethyl)cyclopentylamino)-2-(methylthio)pyrimidine-5-carboxamide OC[C@@H]1[C@@H](CCC1)NC1=NC(=NC=C1C(=O)N)SC